1-(4-bicyclo[4.2.0]oct-1,3,5-trienyl)ethanol C12=CC=C(C=C2CC1)C(C)O